C(C)(C)C1=CC2=C(N=C(N=C2NCCC=2SC=CC2)N2CCN(CC2)C)C=N1 6-isopropyl-2-(4-methylpiperazin-1-yl)-N-(2-(thiophen-2-yl)ethyl)pyrido[3,4-d]pyrimidin-4-amine